[N+](=O)([O-])C1=CC=C(CCCO)C=C1 para-nitrotolueneethanol